FC(C1=NC2=C(N1)C=CC(=C2)C(=O)N)(F)F 2-(trifluoromethyl)-1H-benzo[d]imidazole-5-carboxamide